C(C)(C)(C)C=1C=C(C=C(C1O)C(C)(C)C)C(CC(=O)O)CCCCCCCCCCCCCCC 3-(3,5-di-tert-butyl-4-hydroxyphenyl)octadecanoic acid